COC1=NC=CC(=C1)C1=NN2C(C=CC=C2)=C1C(=O)NC1=CC(=NC=C1)C(F)(F)F (2-methoxypyridin-4-yl)-N-(2-(trifluoromethyl)pyridin-4-yl)pyrazolo[1,5-a]pyridine-3-carboxamide